3-(methacryloyloxy)propyltrimethoxy-silane C(C(=C)C)(=O)OCCC[Si](OC)(OC)OC